ClC1=CC=C(C=C1)C=1C(=CC=CC1)C(=O)N1CCC2(CNC2)CC1 7-(4'-chloro-[1,1'-biphenyl]-2-carbonyl)-2,7-diazaspiro[3.5]nonane